C(CCCC)N(C=1C(=CC=CC1)C)CCCCCCC N-pentyl-N-heptyltoluidine